N1C[C@H](CCC1)N1N=CC(=C1)C=1C=C(C=2N(C1)N=CC2C#N)SC2COCC2 6-[1-[(3S)-3-piperidyl]pyrazol-4-yl]-4-tetrahydrofuran-3-ylsulfanyl-pyrazolo[1,5-a]pyridine-3-carbonitrile